O(P([O-])(=O)OP(=O)([O-])[O-])C(C)CCCC (2-hexyl) pyrophosphate